tert-butyl (3-((6-(benzyloxy)-2-methylpyridin-3-yl)carbamoyl)-4-chlorophenyl)carbamate C(C1=CC=CC=C1)OC1=CC=C(C(=N1)C)NC(=O)C=1C=C(C=CC1Cl)NC(OC(C)(C)C)=O